N-(3-aminopropyl)-4-[[3-(2,3-difluoro-4-methoxy-phenyl)imidazo[1,2-a]pyrazin-8-yl]amino]-2-(2-fluoroethyl)benzamide NCCCNC(C1=C(C=C(C=C1)NC=1C=2N(C=CN1)C(=CN2)C2=C(C(=C(C=C2)OC)F)F)CCF)=O